1-Dodecyl-azacycloheptan-2-one tert-Butyl-6-fluoro-8-methyl-7-(1H-pyrazolo[4,3-d]pyrimidin-5-yl)-3,4-dihydroisoquinoline-2(1H)-carboxylate C(C)(C)(C)OC(=O)N1CC2=C(C(=C(C=C2CC1)F)C=1N=CC2=C(N1)C=NN2)C.C(CCCCCCCCCCC)N2C(CCCCC2)=O